(R)-1-TERT-BUTYL 5-METHYL 2-((S)-6'-CHLORO-5-(HEX-5-EN-1-YL)-3',4,4',5-TETRAHYDRO-2H,2'H-SPIRO[BENZO[B][1,4]OXAZEPINE-3,1'-NAPHTHALEN]-7-YL)PENTANEDIOATE ClC=1C=C2CCC[C@]3(C2=CC1)CN(C1=C(OC3)C=CC(=C1)[C@H](C(=O)OC(C)(C)C)CCC(=O)OC)CCCCC=C